P(=O)(OCC(COC=C)O)([O-])[O-] mono(2-hydroxy-3-vinyl oxypropyl) phosphate